C(C)(C)(C)N1CCN(CC1)C1=CC=CC(=N1)S(=O)(=O)NC1=NC(=C(C=C1)C(F)(F)F)C1=C(C(=CC=C1)F)C 6-(4-(tert-butyl)piperazin-1-yl)-N-(6-(3-fluoro-2-methylphenyl)-5-(trifluoromethyl)pyridin-2-yl)pyridine-2-sulfonamide